N-[5-chloro-4-[4-(1-methyl-4-piperidyl)phenoxy]-6-(o-tolyl)pyrimidin-2-yl]-1-methyl-pyrazole-4-sulfonamide ClC=1C(=NC(=NC1C1=C(C=CC=C1)C)NS(=O)(=O)C=1C=NN(C1)C)OC1=CC=C(C=C1)C1CCN(CC1)C